nickel-bismuth [Bi].[Ni]